ClC=1C=C2C(=CC(=NC2=CC1)C(F)(F)F)N[C@@H]1C[C@@H](CCC1)NC(=O)N1C[C@H](CC1)F (3S)-N-[(1R,3S)-3-{[6-chloro-2-(trifluoromethyl)quinolin-4-yl]amino}cyclohexyl]-3-fluoropyrrolidine-1-carboxamide